C1C(C=C)O1 1,3-butadiene monooxide